C(C=1C(C(=O)O)=CC=CC1)(=O)O.C(C=1C(C(=O)OCCCCCC(C)C)=CC=CC1)(=O)OCCCCCC(C)C Diisooctyl phthalate phthalate